BrC1=CC=CC(=N1)C1=NC(=CC=C1)Br 6,6'-dibromobipyridine